C(C(O)C)(=O)O.[SiH4] silane compound with lactate